(R)-8-(1-(3-cyanophenyl)-1H-1,2,4-triazol-3-yl)-9-oxooctahydro-2H-pyrazino[1,2-a]pyrazine-2-carbonitrile C(#N)C=1C=C(C=CC1)N1N=C(N=C1)N1C([C@@H]2N(CCN(C2)C#N)CC1)=O